1-(5-chloro-1,3-dihydro-2H-isoindol-2-yl)-2-(1,3-thiazol-2-ylsulfanyl)ethanone ClC=1C=C2CN(CC2=CC1)C(CSC=1SC=CN1)=O